2-((tris(hydroxymethyl)methyl)amino)ethanesulfonic acid OCC(CO)(CO)NCCS(=O)(=O)O